1-((1S)-6,7-dichloro-3-(hydroxymethyl)-8-methoxy-1-methyl-1,3-dihydro-2H-pyrrolo[3,4-c]quinolin-2-yl)-2,2-dimethoxyethan-1-one ClC1=C(C(=CC=2C3=C(C=NC12)C(N([C@H]3C)C(C(OC)OC)=O)CO)OC)Cl